alpha-6,7-epoxyheptyl acrylate C(C=C)(=O)OCCCCCC1CO1